P(=O)(OCCOC(C(=C)C)=O)(OCCOC(C(=C)C)=O)[O-] bis[(2-methacryloyloxyethyl)] phosphate